C(C)C=1C(=CC=C2C=C(C=C(C12)C1=C(C=2N=CN=C(C2C=N1)OCC(F)(F)F)F)OCOC)F 7-(8-ethyl-7-fluoro-3-(methoxymethoxy)naphthalen-1-yl)-8-fluoro-4-(2,2,2-trifluoroethoxy)pyrido[4,3-d]pyrimidin